tert-butyl ((1r,4r)-4-((tert-butoxycarbonyl)amino)cyclohexyl)(2-(6'-carbamoyl-6-chloro-2'-fluoro-3'-(((R)-tetrahydrofuran-2-yl)methoxy)-[1,1'-biphenyl]-3-yl)-2-phenylethyl)carbamate C(C)(C)(C)OC(=O)NC1CCC(CC1)N(C(OC(C)(C)C)=O)CC(C1=CC=CC=C1)C=1C=C(C(=CC1)Cl)C1=C(C(=CC=C1C(N)=O)OC[C@@H]1OCCC1)F